2-[2-[2-[2-[(2R)-2,3-bis[8-(1-octylnonoxy)-8-oxo-octoxy] propoxy] ethoxy]ethoxy] ethoxy]ethyl 1-methylpiperidine-4-carboxylate CN1CCC(CC1)C(=O)OCCOCCOCCOCCOC[C@@H](COCCCCCCCC(OC(CCCCCCCC)CCCCCCCC)=O)OCCCCCCCC(=O)OC(CCCCCCCC)CCCCCCCC